[(6Z,9Z)-18-hydroxyoctadeca-6,9-dienoxy]octadeca-9,12-dien-1-ol OCCCCCCCC\C=C/C\C=C/CCCCCOC(CCCCCCCC=CCC=CCCCCC)O